O=C1N(CCC1)C1=CC=C(OC=2C=3N(C=C(C2)C(=O)NN)C=NC3)C=C1 8-[4-(2-oxopyrrolidin-1-yl)phenoxy]imidazo[1,5-a]pyridine-6-carbohydrazide